FC(C=1C=C(C=NC1)N1C(N(C(C1)=O)[C@@H]1CC[C@H](CC1)OC1=NC=NC2=CC(=CC=C12)C(F)(F)F)=O)(F)F 1-[5-(trifluoromethyl)-3-pyridinyl]-3-(trans-4-{[7-(trifluoromethyl)-4-quinazolinyl]oxy}cyclohexyl)-2,4-imidazolidinedione